methyl 2-chloro-3-(3-cyanoimidazo[1,2-a]pyridin-6-yl)isonicotinate ClC=1C(=C(C(=O)OC)C=CN1)C=1C=CC=2N(C1)C(=CN2)C#N